FC1=C(C(=O)NC=2SC=C(N2)C(COC)(C)C2=CC=CC=C2)C(=CC(=C1)N1CCN(CC1)C)F 2,6-difluoro-N-(4-(1-methoxy-2-phenylpropan-2-yl)thiazol-2-yl)-4-(4-methylpiperazin-1-yl)benzamide